3-hexylnonyl (S)-6-(2-hydroxy-3-((2-hydroxyethyl)(methyl)amino)propyl)hexanoate O[C@@H](CCCCCCC(=O)OCCC(CCCCCC)CCCCCC)CN(C)CCO